BrC=1C(=C(C=CC1)C=1C=NN(C1)C(C)C1=CC=C(C=C1)F)F 4-(3-bromo-2-fluorophenyl)-1-(1-(4-fluorophenyl)ethyl)-1H-pyrazole